IC1=C2CCN=CC2=CC(=C1)[N+](=O)[O-] 5-iodo-7-nitro-3,4-dihydroisoquinoline